1-(9H-fluoren-9-yl)-3-oxo-2,7,10-trioxa-4-azadodecan-12-oic acid C1=CC=CC=2C3=CC=CC=C3C(C12)COC(NCCOCCOCC(=O)O)=O